N-(2-chloro-4-pyridyl)-2-iodobenzamide ClC1=NC=CC(=C1)NC(C1=C(C=CC=C1)I)=O